CC1=CC(=C(O1)C(F)(F)F)CN (5-methyl-2-(trifluoromethyl)furan-3-yl)methylamine